tert-butyl 6-[(3aR,4R,6R,6aS)-6-{5-bromo-4-chloro-7H-pyrrolo[2,3-d]pyrimidin-7-yl}-2,2-dimethyl-hexahydrocyclopenta[d][1,3]dioxol-4-yl]-2-(dimethoxymethyl)-1H-indole-1-carboxylate BrC1=CN(C=2N=CN=C(C21)Cl)[C@@H]2C[C@@H]([C@@H]1[C@H]2OC(O1)(C)C)C1=CC=C2C=C(N(C2=C1)C(=O)OC(C)(C)C)C(OC)OC